FC1(C(C1)C=1C=NN2C1N=C(N=C2N(CC2=NC1=C(N2COCC[Si](C)(C)C)C=CC=C1)CC1=CC=C(C=C1)OC)N1CCN(CC1)C)F 8-(2,2-difluorocyclopropyl)-N-(4-methoxybenzyl)-2-(4-methylpiperazin-1-yl)-N-[(1-{[2-(trimethylsilyl)ethoxy]methyl}-1H-benzimidazol-2-yl)methyl]pyrazolo[1,5-a][1,3,5]triazin-4-amine